N1C=NC(=C1)C1=C(N=C2N1C=C(C(=N2)C)OC)C2=NC(=NN2)C(F)(F)F 5-[3-(1H-imidazol-4-yl)-6-methoxy-7-methylimidazo[1,2-a]pyrimidin-2-yl]-3-(trifluoromethyl)-1H-1,2,4-triazole